N[C@H]1CN(CC1)C[C@H](C(=O)N1CCN(CC1)C=1C2=C(N=CN1)[C@@H](C[C@H]2C)O)C2=CC=C(C=C2)Cl (R)-3-((R)-3-aminopyrrolidin-1-yl)-2-(4-chlorophenyl)-1-(4-((5R,7R)-7-hydroxy-5-methyl-6,7-dihydro-5H-cyclopenta[d]pyrimidin-4-yl)piperazin-1-yl)propan-1-one